ClC1=NC=C(C=C1C=O)F 2-CHLORO-5-FLUORO-3-FORMYLPYRIDINE